FC=1C=CC(=C(CN2C(N(CC(C2)C(=O)O)C2=CC(=C(C=C2)OC)OCCCCC)=O)C1)OC 1-(5-fluoro-2-methoxybenzyl)-3-(4-methoxy-3-(pentyloxy)phenyl)-2-oxohexahydropyrimidine-5-carboxylic acid